Racemic-benzyl 1-(fluoromethyl)-4-(4,4,5,5-tetramethyl-1,3,2-dioxaborolan-2-yl)cyclohex-3-enecarboxylate FC[C@]1(CC=C(CC1)B1OC(C(O1)(C)C)(C)C)C(=O)OCC1=CC=CC=C1 |r|